BrC[C@@H]1CC[C@H](CC1)C(C)(C)C trans-(1r,4r)-1-(bromomethyl)-4-(tert-butyl)cyclohexane